N1N=CN=C1C1=CC=C(C(=O)N2CCC3(C(C3)CNC(=O)C3=CC=4C(=CN=CC4)O3)CC2)C=C1 N-[[6-[4-(1H-1,2,4-triazol-5-yl)benzoyl]-6-azaspiro[2.5]octan-2-yl]methyl]furo[2,3-c]pyridine-2-carboxamide